[K].C1CCC2=C(C=3CCCC3C=C12)NC(=O)NS(=O)(=O)C1=NC2=CC=CC=C2N=C1 N-((1,2,3,5,6,7-Hexahydro-s-indacen-4-yl)carbamoyl)quinoxaline-2-sulfonamide, Potassium Salt